4-(1-methyl-1H-imidazol-2-yl)-4-oxobutanoic acid tert-butyl ester C(C)(C)(C)OC(CCC(=O)C=1N(C=CN1)C)=O